NC=1C=C(C=CC1N1CCN(CC1)C)NC(=O)C=1C(NC=CC1NC1=C(C2=C(OC(CN2)C)N=C1)C)=O N-(3-amino-4-(4-methylpiperazin-1-yl)phenyl)-4-((3,8-dimethyl-2,3-dihydro-1H-pyrido[2,3-b][1,4]oxazin-7-yl)amino)-2-oxo-1,2-dihydropyridine-3-carboxamide